tert-butyl (3S)-3-cyanopiperazine-1-carboxylate C(#N)[C@@H]1CN(CCN1)C(=O)OC(C)(C)C